2-Chloro-5-{[(2,2-dimethylpropanoyl)amino]methyl}-N-{1-[6-(ethoxymethyl)pyridin-3-yl]-1H-indazol-4-yl}benzamide hydrochloride Cl.ClC1=C(C(=O)NC2=C3C=NN(C3=CC=C2)C=2C=NC(=CC2)COCC)C=C(C=C1)CNC(C(C)(C)C)=O